[Cl-].[Cl-].C(C)(C)(C)C1(C=CC=C1)[Zr+2]C1(C=CC=C1)C(C)(C)C bis(T-butylcyclopentadienyl)zirconium (IV) dichloride